O1C=CC=2C(=NC=CC21)C2=CC=C(C(=O)NC1CCNCC1)C=C2 4-(furo[3,2-c]pyridin-4-yl)-N-(piperidin-4-yl)benzamide